C(C)(C)(C)NC(CN1C(NCC1)=O)C 1-[2-(tert-butylamino)propyl]imidazolidin-2-one